ClC=1C2=C(N=CN1)N(C=C2F)[C@H]2[C@@H]([C@]1(CC[C@@H]([C@H]1C2)O[Si](C2=CC=CC=C2)(C2=CC=CC=C2)C2=CC=CC=C2)O)O (1S,2R,3aR,4S,6aR)-2-(4-chloro-5-fluoro-7H-pyrrolo[2,3-d]pyrimidin-7-yl)-4-((triphenylsilyl)oxy)hexahydro-pentalene-1,6a(1H)-diol